C1(CC1)NC(=O)C1=NC(=C(C=C1)O[C@@H]1[C@H](N(C1)CC=1C(=C2NC(C(=NC2=CC1)C)=O)F)C)F N-cyclopropyl-6-fluoro-5-{[(2R,3S)-1-[(5-fluoro-2-methyl-3-oxo-4H-quinoxalin-6-yl)methyl]-2-methylazetidin-3-yl]oxy}pyridine-2-carboxamide